C(C)(C)(C)N(C(O)=O)CC1(CCN(CC1)C=1N(C(C(=CN1)SC1=C(C2=CN(N=C2C=C1)C)Cl)=O)C)C.COC=1C=CC(=NC1OC)NC(C)=O N-(5,6-Dimethoxypyridin-2-yl)acetamide tert-Butyl-((1-(5-((4-chloro-2-methyl-2H-indazole-5-yl)thio)-1-methyl-6-oxo-1,6-dihydropyrimidin-2-yl)-4-methylpiperidin-4-yl)methyl)carbamate